(3,3-difluorocyclobutyl)-3-((2S)-2-hydroxy-3-(8-(naphthalen-2-ylsulfonyl)-1-oxa-8-azaspiro[4.5]decan-3-ylamino)propoxy)benzenesulfonamide FC1(CC(C1)C1=C(C=CC=C1OC[C@H](CNC1COC2(C1)CCN(CC2)S(=O)(=O)C2=CC1=CC=CC=C1C=C2)O)S(=O)(=O)N)F